trivinyl-methyl-silane C(=C)[Si](C)(C=C)C=C